NC1(CCN(CC1)C=1C=2N(C(=CN1)SC1=C(C(=NC=C1)N)Cl)N=CC2)C 4-{[4-(4-amino-4-methylpiperidin-1-yl)pyrazolo[1,5-a]pyrazin-7-yl]sulfanyl}-3-chloropyridin-2-amine